N1(CCCCC1)C1CC(C1)N1C(=CN2C1SC1=C2C=CC=C1)C=1C=C(C=CC1)C N-((1s,3s)-3-(piperidin-1-yl)cyclobutyl)-2-(m-tolyl)benzo[d]imidazo[2,1-b]thiazole